C(C)(C)(C)C1=CC=C(C(=O)C2SCC(N2)C(=O)O)C=C1 (4-(tert-butyl)benzoyl)thiazolidine-4-carboxylic acid